OCC=1C=C(CNCCCCOCCNC2=NC3=C(C4=CN=CC=C24)C=CC(=C3)C(=O)N)C=CC1OCC(F)(F)F 5-((2-(4-((3-(hydroxymethyl)-4-(2,2,2-trifluoroethoxy)benzyl)amino)butoxy)ethyl)amino)benzo[c][2,6]naphthyridine-8-carboxamide